benzofuran-5,7-dicarboxaldehyde O1C=CC2=C1C(=CC(=C2)C=O)C=O